FC(C=1C=CC(=NC1)C1=CN=C(O1)NC=1C=CC(=NC1)C#N)(F)F 5-((5-(5-(Trifluoromethyl)pyridin-2-yl)oxazol-2-yl)amino)picolinonitrile